N1(C=NC=C1)CC1=CC(=C(C=C1)[C@H]1[C@@H](C1)C(=O)O)C (1R,2R)-2-(4-((1H-Imidazol-1-yl)methyl)-2-methylphenyl)cyclopropane-1-carboxylic acid